2-(7'-bromo-6-fluoro-[4,4'-bibenzo[c][1,2,5]thiadiazol]-7-yl)ACETIC ACID BrC1=CC=C(C=2C1=NSN2)C2=CC(=C(C1=NSN=C12)CC(=O)O)F